O=C(CCCCCCCCC\C=C/CCCCCCCC(=O)[O-])CCCCCCCCC\C=C/CCCCCCCC(=O)[O-] 2-oxopropane-1,3-diyldioleate